C(C)N(C(C1=C(C=CC(=C1)F)OC=1C(=NC=NC1)N1CC2(C1)CCN(CC2)C[C@H]2OC[C@@H](CC2)NC(=O)NC2=CC=CC=C2)=O)C(C)C N-Ethyl-5-fluoro-N-isopropyl-2-((4-(7-(((2S,5R)-5-(3-phenylureido)tetrahydro-2H-pyran-2-yl)methyl)-2,7-diazaspiro[3.5]nonan-2-yl)pyrimidin-5-yl)oxy)benzamide